FC=1C=C(OC=2C=CC(=NC2)C=2N(C(C=CC2C(=O)N)=O)C)C=CC1 [5-(3-fluorophenoxy)pyridin-2-yl]-1-methyl-6-oxo-1,6-dihydropyridine-3-carboxamide